ClC=1C=CC(=C(C1)C1=NNC=C1C=1N=C2C=C(C=NC2=CC1)N1C[C@@H](N(CC1)C)C(=O)OC)F methyl (2R)-4-[6-[3-(5-chloro-2-fluoro-phenyl)-1H-pyrazol-4-yl]-1,5-naphthyridin-3-yl]-1-methyl-piperazine-2-carboxylate